C(C=C)[Pd-2](=C1N(C=CN1C1=C(C=CC=C1C(C)C)C(C)C)C1=C(C=CC=C1C(C)C)C(C)C)Cl allylchloro[1,3-bis(2,6-di-i-propylphenyl)imidazol-2-ylidene]palladium(II)